OC=1C=C(C=C(C(=O)[O-])C1)C(=O)[O-] 5-hydroxyl-isophthalic acid anion